ClC1=CC(=C(C=2N=C(NC21)C(F)(F)F)OC2=C(C=C(C(=C2)Cl)Cl)Cl)Cl 4,6-dichloro-7-(2,4,5-trichlorophenoxy)-2-trifluoromethyl-benzimidazole